C(C)(C)(C)OC(=O)N(C(OC(C)(C)C)=O)C1=NC=C(N=C1C1=CC(=NO1)C1=CC=C(C=C1)NC(=O)NC)C1=CC=C(C=C1)S(=O)(=O)C(C)C tert-butyl (tert-butoxycarbonyl)(5-(4-(isopropylsulfonyl)phenyl)-3-(3-(4-(3-methylureido)phenyl)isoxazol-5-yl)pyrazin-2-yl)carbamate